1,4-bis-(β-hydroxyethyl)-amino-2-nitrobenzene OCCC1=C(C(=C(C=C1)CCO)N)[N+](=O)[O-]